3-chloro-2-[(2-fluorophenyl)methyl]-6-[(2R,4S)-2-methyltetrahydropyran-4-yl]pyrazolo[3,4-d]pyridazin-7-one ClC=1N(N=C2C(N(N=CC21)[C@@H]2C[C@H](OCC2)C)=O)CC2=C(C=CC=C2)F